6-[2-(2-cyano-2-methylideneethyl)-1-oxo-2,3-dihydro-1H-isoindol-4-yl]-1-methyl-1H-indazole-4-carboxamide C(#N)C(CN1C(C2=CC=CC(=C2C1)C=1C=C(C=2C=NN(C2C1)C)C(=O)N)=O)=C